3-(4-methylphenyl)-N-(4-((5-methylpyrazolo[1,5-a]pyrimidine-7-yl)oxy)phenyl)-2,4-dioxo-1,2,3,4-tetrahydropyrimidine-5-carboxamide CC1=CC=C(C=C1)N1C(NC=C(C1=O)C(=O)NC1=CC=C(C=C1)OC1=CC(=NC=2N1N=CC2)C)=O